COC=1C=C(C=CC1)C1=CC(=NN1CC1CCOCC1)COC(C(=O)O)(C)C 2-([5-(3-Methoxyphenyl)-1-([oxan-4-yl]-methyl)-1H-pyrazol-3-yl]methoxy)-2-methylpropanoic acid